C(#N)C=1C=C(C=CC1F)NC(OC1=CC=CC=C1)=O phenyl N-(3-cyano-4-fluoro-phenyl)carbamate